OC1CCCCCC1 6-hydroxy-cycloheptane